N-{[5-chloro-6-(5-methoxy-2-pyrazinyl)-2-indolyl]methyl}1-(2-pyridyl)cyclopropanecarboxamide ClC=1C=C2C=C(NC2=CC1C1=NC=C(N=C1)OC)CNC(=O)C1(CC1)C1=NC=CC=C1